3-benzyl-6-ethylpyrazin-2-yl trifluoromethanesulfonate FC(S(=O)(=O)OC1=NC(=CN=C1CC1=CC=CC=C1)CC)(F)F